FCC1([C@@H]([C@H](C1)O)[C@H]1N2C(C3=CC=CC=C13)=CN=C2)CF (1S,2R)-3,3-Bis(fluoromethyl)-2-((R)-5H-imidazo[5,1-a]isoindol-5-yl)cyclobutan-1-ol